C(CCCCCC#CCCCCCCCCCC)(=O)O 7-octadecynic acid